ClCC(=O)NCC1CCN(CC1)C([C@@](C)(C1CCCCC1)OC1=CC=C(C=C1)Cl)=O |r| (±)-2-Chloro-N-((1-(2-(4-chlorophenoxy)-2-cyclohexylpropanoyl)piperidin-4-yl)methyl)acetamide